C(C=1C(C(=O)OCCOC(C(=C)C)=O)=CC(C(=O)OCCOC(C(=C)C)=O)=CC1)(=O)OCCOC(C(=C)C)=O Tri(2-methacryloxyethyl) Trimellitat